5-fluoro-2-methyl-N-[4-(2-methylpropyl)-1H-pyrazol-3-yl]pyridine-4-carboxamide FC=1C(=CC(=NC1)C)C(=O)NC1=NNC=C1CC(C)C